5-(2-amino-1-hydroxyethyl)salicylamide NCC(O)C1=CC=C(C(C(=O)N)=C1)O